N-[1-methyl-3-(trifluoromethyl)-1H-pyrazol-5-yl]-3-(pyrimidin-2-yl)quinoline-7-carboxamide CN1N=C(C=C1NC(=O)C1=CC=C2C=C(C=NC2=C1)C1=NC=CC=N1)C(F)(F)F